C(C)OC(CC(=O)C1=CC(=C(C=C1)OC)OC)=O.CC1=NNC2=CC(=CC=C12)/C=C/C(=O)N[C@@H]1[C@H](CC2=CC=CC=C12)OCC1COC1 (E)-3-(3-methyl-1H-indazol-6-yl)-N-((1s,2s)-2-(oxetan-3-ylmethoxy)-2,3-dihydro-1H-inden-1-yl)acrylamide ethyl-3-(3,4-dimethoxyphenyl)-3-oxopropionate